FC=1C=CC2=C(NC(=NS2(=O)=O)NCC=2N=CC3=CC=CC=C3C2)C1[C@H](C)C1=C(C=CC=C1)F (R)-6-fluoro-5-(1-(2-fluorophenyl)ethyl)-3-((isoquinolin-3-ylmethyl)amino)-4H-benzo[e][1,2,4]thiadiazine 1,1-dioxide